2-(3-fluoro-2-hydroxypyridin-4-yl)-7-(2,2,2-trifluoroethyl)-1,5,6,7-tetrahydro-4H-pyrrolo[3,2-c]pyridin-4-one FC=1C(=NC=CC1C1=CC=2C(NCC(C2N1)CC(F)(F)F)=O)O